COC(=O)[C@H]1OC(O[C@@H]1C1=C(C=CC=C1)[N+](=O)[O-])C (4s,5r)-methyl-5-(2-nitrophenyl)-2-methyl-1,3-dioxolane-4-carboxylate